COC(=O)C1(CC=C(CC1)C=1C=2N(C=C(C1)OCC)N=C1C2C=NN1)OC 4-(6-ethoxy-1H-pyrazolo[3',4':3,4]pyrazolo[1,5-a]pyridin-4-yl)-1-methoxycyclohex-3-ene-1-carboxylic acid methyl ester